Methyl (2S)-2-(tert-butoxycarbonylamino)hex-5-enoate C(C)(C)(C)OC(=O)N[C@H](C(=O)OC)CCC=C